NC=1N=NC(=CC1C=1C=NN(C1)C1CCC2(CN(C2)C2CCC(CC2)C(=O)O)CC1)C1=C(C=CC=C1)O 4-(7-(4-(3-amino-6-(2-hydroxyphenyl)pyridazin-4-yl)-1H-pyrazol-1-yl)-2-azaspiro[3.5]nonan-2-yl)cyclohexane-1-carboxylic acid